[K].C(CC)S propanethiol potassium